N-(2-(3-chloro-5-(trifluoromethyl)pyridin-2-yl)ethyl)-3-(p-tolyl)-1,2,4-oxadiazole-5-carboxamide ClC=1C(=NC=C(C1)C(F)(F)F)CCNC(=O)C1=NC(=NO1)C1=CC=C(C=C1)C